C(C1(CC(=C(C(=C1)C(C)(C)C)O)C(C)(C)C)C)C1(CC(=C(C(=C1)C(C)(C)C)O)C(C)(C)C)C 4,4'-methylenebis(2,6-ditertiary butyl-p-cresol)